4-(ethylsulfanyl)-4-oxobutanoic acid C(C)SC(CCC(=O)O)=O